bromonorbornene C1CC2(CC1C=C2)Br